S(=O)(=O)=CC(=O)NC1(CC1)CF sulfonyl-N-[1-(fluoromethyl)cyclopropyl]acetamide